NC1=CC(=NN1)C(=O)OCCCC butyl 5-amino-1H-pyrazole-3-carboxylate